BrC1=CC=C(C=C1)[N-]C1=CC=CC=C1 N-(4-bromophenyl)phenylamide